COC1=NC2=NCSC2=N1 5-methoxyimidazo[5,4-d]Thiazole